FC(C(=O)N[C@@H]1[C@H](N(C([C@H]1C)=O)C=1C=C2C=NN(C2=CC1)C1=CC=C(C=C1)F)C=1C=C(C=CC1)C)(C)F |r| 2,2-Difluoro-N-[rac-(2r,3s,4s)-1-[1-(4-fluorophenyl)-1H-indazol-5-yl]-4-methyl-2-m-tolyl-5-oxo-pyrrolidin-3-yl]-propionamide